6-bromo-2-iodo-5-methylpyridin-3-amine BrC1=C(C=C(C(=N1)I)N)C